C(C)(C)(C)OC(=O)N[C@@H]([C@@H](O)C)C(=O)OC Methyl (tert-butoxycarbonyl)-L-allothreoninate